2-(4-(5-(2-(3,4-dimethoxyphenyl)-3-isopropyl-1H-indol-5-yl)-1,3,4-oxadiazol-2-yl)piperidin-1-yl)-N-methylethan-1-amine COC=1C=C(C=CC1OC)C=1NC2=CC=C(C=C2C1C(C)C)C1=NN=C(O1)C1CCN(CC1)CCNC